FC=1C=C(C=CC1)S(=O)(=O)N1CC2N(CC1)C(CC2)=O 2-(3-fluorophenyl)sulfonyl-hexahydropyrrolo[1,2-a]pyrazin-6(2H)-one